3,3-dimethyl-1-(3-((2-((5-methyl-2-(1-methylpiperidin-4-yl)-2H-1,2,3-triazol-4-yl)amino)-5-(trifluoromethyl)pyrimidin-4-yl)amino)propyl)azetidin-2-one CC1(C(N(C1)CCCNC1=NC(=NC=C1C(F)(F)F)NC1=NN(N=C1C)C1CCN(CC1)C)=O)C